2-(4-Cyclopropyl-6-methoxypyrimidin-5-yl)-8-((1-(1-methyl-4-(trifluoromethyl)-1H-imidazol-2-yl)piperidin-4-yl)methyl)-6H-pyrimido[5,4-b][1,4]oxazin-7(8H)-one C1(CC1)C1=NC=NC(=C1C=1N=CC=2OCC(N(C2N1)CC1CCN(CC1)C=1N(C=C(N1)C(F)(F)F)C)=O)OC